S1C=C(C2=C1C=CC=C2)C[C@@H](CNC(=O)NCCC2=CC=C(C=C2)F)N(C)C (S)-1-(3-(benzothien-3-yl)-2-(dimethylamino)propyl)-3-(4-fluorophenethyl)urea